9-((1R,4R)-4-(aminomethyl)cyclohexyl)-N2-(tert-butyl)-N8-(3-(trifluoromethyl)phenyl)-9H-purine-2,8-diamine NCC1CCC(CC1)N1C2=NC(=NC=C2N=C1NC1=CC(=CC=C1)C(F)(F)F)NC(C)(C)C